tert-Butyl-(2S)-2-[4,5-dichloro-2-(4-ethoxy-4,5-dihydroisoxazol-3-yl)phenoxy]propanoat C(C)(C)(C)OC([C@H](C)OC1=C(C=C(C(=C1)Cl)Cl)C1=NOCC1OCC)=O